FC=1C(=C(C=CC1F)C(=O)N1CC(C1)(O)CNNC)NC1=C(C=C(C=C1)I)F 1-({3,4-difluoro-2-[(2-fluoro-4-iodophenyl)amino]phenyl}carbonyl)-3-[(2-methylhydrazino)methyl]azetidin-3-ol